2-((3-methylpyridin-2-yl)methyl)-2,6-diazaspiro[3.3]heptane CC=1C(=NC=CC1)CN1CC2(C1)CNC2